C1=CC=C(C=2OC3=C(C21)C=CC=C3)C3=CC=CC(=N3)C=3C2=C(N=C(N3)C3=NC=CC=C3)C3=C(S2)C=CC(=C3)C3=NC=CC=C3 4-(6-Dibenzofuran-4-yl-pyridin-2-yl)-2,8-bis(pyridin-2-yl)-benzo[4,5]thieno[3,2-d]pyrimidine